C(C=C)(=O)NC=1C=C(C=C(C1C)F)C1=C(NC2=NC=C(C=C21)C(=O)OC(C)C)C=2C=NC(=CC2)N2CCN(CC2)C isopropyl 3-(3-acrylamido-5-fluoro-4-methylphenyl)-2-(6-(4-methylpiperazin-1-yl)pyridin-3-yl)-1H-pyrrolo[2,3-b]pyridine-5-carboxylate